2-Fluoro-4-(trifluoromethyl)benzonitrile FC1=C(C#N)C=CC(=C1)C(F)(F)F